ClC1=C(OC2=NC(=NC(=C2OC(C)C)C2=C(C=CC=C2)C)NS(=O)(=O)C=2C=NN(C2)C)C=CC=C1N1CCN(CC1)C N-[4-[2-chloro-3-(4-methylpiperazin-1-yl)phenoxy]-5-isopropoxy-6-(o-tolyl)pyrimidin-2-yl]-1-methyl-pyrazole-4-sulfonamide